OC(CCCCCCCCCCCCCCCCC)S(=O)(=O)[O-].[Na+] Natrium hydroxy-octadecansulfonat